1-[2-chloro-4-[[5-[2-chloro-3-fluoro-4-(fluoromethoxy)phenyl]-1-methyl-imidazole-2-carbonyl]amino]benzoyl]-N-[(3S)-pyrrolidin-3-yl]piperidine-4-carboxamide ClC1=C(C(=O)N2CCC(CC2)C(=O)N[C@@H]2CNCC2)C=CC(=C1)NC(=O)C=1N(C(=CN1)C1=C(C(=C(C=C1)OCF)F)Cl)C